2-(2,4-Difluoro-3-hydroxy-5-(trifluoromethyl)phenyl)-N-(1-(2-hydroxyethyl)cyclobutyl)benzo[d]oxazole-5-carboxamide FC1=C(C=C(C(=C1O)F)C(F)(F)F)C=1OC2=C(N1)C=C(C=C2)C(=O)NC2(CCC2)CCO